(3-cyano-1H-indol-7-yl)-1-(2-hydroxy-2-methylpropyl)-2-oxo-3H-imidazole-4-sulfonamide C(#N)C1=CNC2=C(C=CC=C12)N1C(N(C=C1S(=O)(=O)N)CC(C)(C)O)=O